CN(C)C[C@H]1CN(CCC1)CC1=CC=C(C=C1)N1N=C2C(=CC=CC2=C1)C(=O)N (S)-2-[4-({3-[(dimethylamino)methyl]piperidin-1-yl}methyl)phenyl]-2H-indazole-7-carboxamide